C1(=CC=CC=C1)C[C@@H]1OCCN(C1)C=1C(=CC=CC1)[N+](=O)[O-] (S)-3-(2-phenylmethylmorpholino)-2-nitrobenzene